9-anthraceneboronic acid-d9 C1(=C(C(=C(C2=C(C3=C(C(=C(C(=C3C(=C12)B(O)O)[2H])[2H])[2H])[2H])[2H])[2H])[2H])[2H])[2H]